biphenol methyl-acrylate CC(C(=O)OC=1C(=CC=CC1)C=1C(=CC=CC1)O)=C